N-methyl-N,N-dioctadecyl-ammonium C[NH+](CCCCCCCCCCCCCCCCCC)CCCCCCCCCCCCCCCCCC